1-(1-piperidinyl)cyclohexene tert-butyl-(tert-butoxycarbonyl)(7-(2,4-difluoro-3-((3-fluoro-4-(4-fluorophenyl)-4-hydroxypentyl)oxy)phenyl)-[1,2,4]triazolo[1,5-a]pyridin-2-yl)carbamate C(C)(C)(C)C1=CC(=CC=2N1N=C(N2)N(C(O)=O)C(=O)OC(C)(C)C)C2=C(C(=C(C=C2)F)OCCC(C(C)(O)C2=CC=C(C=C2)F)F)F.N2(CCCCC2)C2=CCCCC2